COC1=CN(CC1)C1=CC(=C(C=O)C=C1)C=O 4-(3-methoxypyrroline-1-yl)-formyl-benzaldehyde